1-{1-[4-chloro-4'-(1-propionylpiperidin-4-yl)[1,1'-biphenyl]-2-yl]piperidin-3-yl}-5-(trifluoromethyl)-1H-pyrazole-4-carboxylic acid ethyl ester C(C)OC(=O)C=1C=NN(C1C(F)(F)F)C1CN(CCC1)C1=C(C=CC(=C1)Cl)C1=CC=C(C=C1)C1CCN(CC1)C(CC)=O